4-[2,6-Difluoro-4-[(5R)-5-(triazol-1-ylmethyl)-4,5-dihydroisoxazol-3-yl]phenyl]-1,1-dioxo-thian-4-ol FC1=C(C(=CC(=C1)C1=NO[C@H](C1)CN1N=NC=C1)F)C1(CCS(CC1)(=O)=O)O